C(C)OC=1C=C(\C=N\NC(=O)C2=NC(=CN=C2)C2=CC=C(C=C2)OC)C=CC1 (E)-N'-(3-ethoxybenzylidene)-6-(4-methoxyphenyl)pyrazine-2-carbohydrazide